BrC1(C=CC(C)=O)CC=CC=C1 1-bromobenzalacetone